FC1(CN(CC1)C1=C(C=NC=2NC3=C(C=C(C(=C3C21)F)F)NC)C=2C=C1C(C(=CN(C1=NC2)C)C(=O)O)=O)F 6-[4-(3,3-difluoropyrrolidin-1-yl)-5,6-difluoro-8-(methylamino)-9H-pyrido[2,3-b]indol-3-yl]-1-methyl-4-oxo-1,8-naphthyridine-3-carboxylic acid